Benzyl carbamate C(N)(OCC1=CC=CC=C1)=O